cesium hydroxypropionate OC(C(=O)[O-])C.[Cs+]